N-({(3R,4S)-2-[5-Chloro-2-(2H-1,2,3-triazol-2-yl)benzoyl]-4-methyl-2-azabicyclo[3.1.1]heptan-3-yl}methyl)-6-fluoro-1,3-benzothiazol-2-amin ClC=1C=CC(=C(C(=O)N2C3CC([C@@H]([C@@H]2CNC=2SC4=C(N2)C=CC(=C4)F)C)C3)C1)N1N=CC=N1